C(CCCCCCCCC)(=O)[O-].[Na+].BrC=1C(=NC(=NC1)NC1=CC=C(C=C1)N1CCN(CC1)C)C(=O)NC1=C(C=CC=C1OC)Cl 5-bromo-N-(2-chloro-6-methoxyphenyl)-2-((4-(4-methylpiperazin-1-yl)phenyl)amino)pyrimidine-4-carboxamide Natrium decanoat